1,3-dimethoxy-2-methyl-2-(2-furyl)propane COCC(COC)(C=1OC=CC1)C